ClC1=NC(=C(C=C1[N+](=O)[O-])F)N1N=CC=C1 2-chloro-5-fluoro-3-nitro-6-(1H-pyrazol-1-yl)pyridine